C1(CCC1)N(CCC1=CNC2=C(C=C(C=C12)O)F)C 3-(2-(cyclobutyl-(methyl)amino)ethyl)-7-fluoro-1H-indol-5-ol